CC1=NOC(=N1)C12CCC(CC1)(CC2)CN(C(=O)C2CCCCC2)C2=CC(=CC=C2)C2=CN=C(O2)C2CCOCC2 N-((4-(3-methyl-1,2,4-oxadiazol-5-yl)bicyclo[2.2.2]octan-1-yl)methyl)-N-(3-(2-(tetrahydro-2H-pyran-4-yl)oxazol-5-yl)phenyl)cyclohexanecarboxamide